3-Methylpentan CC(CC)CC